3-((7-oxo-2,3-diphenyl-6-(quinolin-6-yl)-4,7-dihydropyrazolo[1,5-a]pyrimidin-5-yl)methyl)imidazolidine-2,4-dione O=C1C(=C(NC=2N1N=C(C2C2=CC=CC=C2)C2=CC=CC=C2)CN2C(NCC2=O)=O)C=2C=C1C=CC=NC1=CC2